C1(=CC=CC=C1)C1=C(C2=C(S1)C=C(C=C2)C2=CC=C(C=C2)C)C(=O)N 2-phenyl-6-(p-tolyl)benzo[b]Thiophene-3-carboxamide